3-(allyl(methyl)amino)-4-((4-(5-(trifluoromethyl)-1,2,4-oxadiazol-3-yl)benzyl)amino)cyclobut-3-ene-1,2-dione C(C=C)N(C=1C(C(C1NCC1=CC=C(C=C1)C1=NOC(=N1)C(F)(F)F)=O)=O)C